Triglyoxal-Hydrate O.C(=O)C=O.C(=O)C=O.C(=O)C=O